CC1=NC2=C3C(=C(C=C2C(N1)=O)C1CCOCC1)OCC3 2-Methyl-6-(tetrahydro-2H-pyran-4-yl)-8,9-dihydrofuro[2,3-H]quinazolin-4(3H)-one